10-ethyl-3-hydroxy-13-methylhexadecahydro-1H-cyclopenta[a]phenanthrene-17-carboxamide C(C)C12C3CCC4(C(CCC4C3CCC2CC(CC1)O)C(=O)N)C